ClCC1=CC=C(O1)C=1N(C=C(N1)C(F)(F)F)C 2-(5-(chloromethyl)furan-2-yl)-1-methyl-4-(trifluoromethyl)-1H-imidazole